N[C@@H](CCC(=O)[C@](CSSC[C@@](C(=O)O)(N)C(CC[C@H](N)C(=O)O)=O)(C(=O)O)N)C(=O)O Bis-Gamma-Glutamyl-Cystine